ClC1=CC=C(C=C1)C1(N2C(C3=CC=CC=C13)=NCC2)OC\C=C\C2=CC=C(C=C2)Cl (E)-5-(4-chlorophenyl)-5-((3-(4-chlorophenyl)allyl)oxy)-2,5-dihydro-3H-imidazo[2,1-a]isoindole